C(C)OC(=O)[C@H]1N([C@H]2C[C@]2(C1)C)C(CNC(=O)C1=NC=C(C=C1)OC1=CC=CC=C1)=O (1S,3S,5S)-5-methyl-2-((5-phenoxypyridineformyl)glycyl)-2-azabicyclo[3.1.0]-hexane-3-carboxylic acid ethyl ester